(2R,5S)-N-(2-(3-(but-3-yn-1-yl)-3H-diazirin-3-yl)ethyl)-5-((R)-2-(2-hydroxyphenyl)-4,5-dihydrothiazol-4-yl)-1-methylpyrrolidine-2-carboxamide C(CC#C)C1(N=N1)CCNC(=O)[C@@H]1N([C@@H](CC1)[C@H]1N=C(SC1)C1=C(C=CC=C1)O)C